5-phenyl-2,3,4,5-tetrahydro-1H-pyrido[4,3-b]indole hydrochloride Cl.C1(=CC=CC=C1)N1C2=C(C=3C=CC=CC13)CNCC2